N-trifluoromethylthiosaccharin FC(N1S(=S)(=O)C2=CC=CC=C2C1=O)(F)F